5-(ethylsulfanyl)-N-(1-(methylsulfonyl)piperidin-4-yl)-6-(1H-pyrazol-4-yl)-[1,2,4]triazolo[1,5-a]pyrazin-2-amine C(C)SC1=C(N=CC=2N1N=C(N2)NC2CCN(CC2)S(=O)(=O)C)C=2C=NNC2